3,4-bis(5H-benzo[b]carbazol-5-yl)-2,5-bis(dibenzo[b,d]furan-3-yl)-6-(6-phenylpyridin-2-yl)benzonitrile C1=C2C=3C=C4C(=CC3N(C2=CC=C1)C=1C(=C(C#N)C(=C(C1N1C2=CC=CC=C2C=2C=C3C(=CC12)C=CC=C3)C=3C=CC1=C(OC2=C1C=CC=C2)C3)C3=NC(=CC=C3)C3=CC=CC=C3)C=3C=CC2=C(OC1=C2C=CC=C1)C3)C=CC=C4